(2-((5-(1H-pyrazol-1-yl)-1H-tetrazol-1-yl)methyl)-5-amino-8-(pyrimidin-4-yl)-[1,2,4]triazolo[1,5-c]pyrimidin-7-yl)benzonitrile N1(N=CC=C1)C1=NN=NN1CC1=NN2C(=NC(=C(C2=N1)C1=NC=NC=C1)C1=C(C#N)C=CC=C1)N